C[C@H](CCCCCCCCCCCCCC[C@H](CC(=O)O)O)O The molecule is an (omega-1)-hydroxy fatty acid that is (18R)-18-hydroxynonadecanoic acid in which the 3-pro-R hydrogen is replaced by a hydroxy group. It is an (omega-1)-hydroxy fatty acid, a 3-hydroxy carboxylic acid, a dihydroxy monocarboxylic acid and a long-chain fatty acid. It derives from a (18R)-18-hydroxynonadecanoic acid.